2-[(2R)-4-[4-chloro-2-(trifluoromethyl)benzoyl]-2-ethylpiperazin-1-yl]-5-(2-ethoxypyridin-3-yl)-N-[(1H-imidazol-5-yl)methyl]benzamide ClC1=CC(=C(C(=O)N2C[C@H](N(CC2)C2=C(C(=O)NCC3=CN=CN3)C=C(C=C2)C=2C(=NC=CC2)OCC)CC)C=C1)C(F)(F)F